BrC=1N=C(N2N=C(N=CC21)N[C@H]2[C@@H](CN(CC2)C(=O)OC(C)(C)C)F)CC(C)C tert-butyl (3R,4R)-4-{[5-bromo-7-(2-methylpropyl)imidazo[4,3-f][1,2,4]triazin-2-yl]amino}-3-fluoropiperidine-1-carboxylate